C(C)C1(CN2C(O1)=C(C=N2)S(=O)(NC(NC2=C1C[C@@H](CC1=CC=1CCCC21)F)=O)=NC(C2=CC=CC=C2)(C2=CC=CC=C2)C2=CC=CC=C2)C 2-ethyl-N-(((R)-2-fluoro-1,2,3,5,6,7-hexahydro-s-indacen-4-yl)carbamoyl)-2-methyl-N'-trityl-2,3-dihydropyrazolo[5,1-b]oxazole-7-sulfonimidamide